(S)-quinuclidin-3-yl (5-(3-isopropoxyphenyl)-6-methoxy-2,2-dimethyl-2,3-dihydro-1H-inden-1-yl)carbamate C(C)(C)OC=1C=C(C=CC1)C=1C=C2CC(C(C2=CC1OC)NC(O[C@@H]1CN2CCC1CC2)=O)(C)C